FC1=C(C=CC=C1F)CN1C(CCC1=O)CC(=O)N1CCCC1 1-[2-[1-[(2,3-difluorophenyl)methyl]-5-oxopyrrolidin-2-yl]acetyl]pyrrolidine